N1N=C(C=C1)C1=CC(=C2C=CC=NC2=C1)C1(CC1)NC(C1=C(C=CC(=C1)OC[C@H]1N(CC1)C)C)=O (S)-N-(1-(7-(1H-Pyrazol-3-yl)quinolin-5-yl)cyclopropyl)-2-methyl-5-((1-methylazetidin-2-yl)methoxy)benzamide